N-benzyl-alpha-(4-(dimethylamino)phenyl)nitrone C(C1=CC=CC=C1)[N+](=CC1=CC=C(C=C1)N(C)C)[O-]